C[S+](N1C[C@H](CCC1)C(=O)N1[C@H](CCC1)C(=O)NCC1=CC=C(C=C1)C(F)(F)F)C 1-(((3S)-1-(dimethylsulfanio)-3-piperidinyl)carbonyl)-N-(4-(trifluoromethyl)benzyl)-D-prolinamide